(1R,3S,5R)-5-methyl-2-azabicyclo[3.1.0]hexane-2,3-dicarboxylic acid 2-tert-butyl 3-methyl ester COC(=O)[C@H]1N([C@@H]2C[C@@]2(C1)C)C(=O)OC(C)(C)C